methyl 1-methyl-4-[3-(pyridin-2-yl)propanamido]-1H-pyrazole-3-carboxylate CN1N=C(C(=C1)NC(CCC1=NC=CC=C1)=O)C(=O)OC